NC=1C(N(C=CC1)C1=NN2C(COC(C2)(C)C)=C1)=O 3-Amino-1-(6,6-dimethyl-6,7-dihydro-4H-pyrazolo[5,1-c][1,4]oxazin-2-yl)pyridin-2(1H)-one